tert.Butyl methacrylate C(C(=C)C)(=O)OC(C)(C)C